6-amino-9-cyclopentyl-2-{(2-fluoro-4-(methylsulfonyl)phenyl)amino}-7-(3-hydroxyphenyl)-7,9-dihydro-8H-purine-8-one NC1=C2N(C(N(C2=NC(=N1)NC1=C(C=C(C=C1)S(=O)(=O)C)F)C1CCCC1)=O)C1=CC(=CC=C1)O